ClC=1C=C(C=CC1OCC1=CC(=CC=C1)F)NC1=NC=NC2=CC=C(C(=C12)OC)NC(\C=C\[C@@H]1N(CCC1)CC)=O (R,E)-N-(4-((3-chloro-4-(3-fluorobenzyloxy)phenyl)amino)-5-methoxyquinazolin-6-yl)-3-(1-ethylpyrrolidin-2-yl)acrylamide